(2-chloro-4-((2-chlorobenzofuran-7-yl)oxy)phenyl)(4-(((3R,6S)-6-(Hydroxymethyl)tetrahydro-2H-pyran-3-yl)amino)-7H-pyrrolo[2,3-d]pyrimidin-5-yl)methanone ClC1=C(C=CC(=C1)OC1=CC=CC=2C=C(OC21)Cl)C(=O)C2=CNC=1N=CN=C(C12)N[C@H]1CO[C@@H](CC1)CO